C(C)[C@H]1[C@H](NC([C@H]1F)=O)COC1=NC=CC2=CC(=C(C=C12)OC)C#N 1-(((2S,3S,4S)-3-Ethyl-4-fluoro-5-oxopyrrolidin-2-yl)methoxy)-7-methoxyisoquinoline-6-carbonitrile